8-hydroxy-4-(methoxymethyl)-5,6,7,8-tetrahydroquinoline-3-carbonitrile OC1CCCC=2C(=C(C=NC12)C#N)COC